2-((2-((4-(4-((2-(2,6-dioxopiperidin-3-yl)benzyl)(methyl)amino)piperidin-1-yl)-2-methoxyphenyl)amino)-5-(trifluoromethyl)pyridin-4-yl)amino)-N-methylbenzamide O=C1NC(CCC1C1=C(CN(C2CCN(CC2)C2=CC(=C(C=C2)NC2=NC=C(C(=C2)NC2=C(C(=O)NC)C=CC=C2)C(F)(F)F)OC)C)C=CC=C1)=O